2-((3R,6S)-8-(3-amino-3-oxopropyl)-3-(4-hydroxybenzyl)-1-((4-hydroxyphenethoxy)carbonyl)-4,7-dioxooctahydropyrazino[2,1-c][1,2,4]oxadiazin-6-yl)acetic acid NC(CCN1CC2N(O[C@@H](C(N2[C@H](C1=O)CC(=O)O)=O)CC1=CC=C(C=C1)O)C(=O)OCCC1=CC=C(C=C1)O)=O